(3Z)-6-iodo-3-hexenyloxyoctyl methyl ether COCCC(CCC(CC)I)OC=CCCCC